ClC1=C(N(C=C1)C)C1=NN=C(S1)N 5-(3-chloro-1-methylpyrrol-2-yl)-1,3,4-thiadiazol-2-amine